NC=1N=CNC(C1SC1=CC=C(C=C1)SC)=O 4-amino-5-((4-(methylthio)phenyl)thio)-6-oxo-1,6-dihydropyrimidin